COC1=C(C=CC(=C1)C)C1=NN=C(C2=CC(=CC=C12)C(F)(F)F)O 4-(2-Methoxy-4-methylphenyl)-7-(trifluoromethyl)phthalazin-1-ol